1,2-bis(benzo[d]thiazol-2-yl)dithiolane S1C(=NC2=C1C=CC=C2)S2S(CCC2)C=2SC1=C(N2)C=CC=C1